6-(3,5-dimethylisoxazol-4-yl)quinazoline-2-carboxylic acid CC1=NOC(=C1C=1C=C2C=NC(=NC2=CC1)C(=O)O)C